NC1=CC(=NO1)C1CN(CC1)C(=O)C1=CC(=C(C=C1)OC(F)(F)F)Cl [3-(5-aminoisoxazol-3-yl)pyrrolidin-1-yl]-[3-chloro-4-(trifluoromethoxy)phenyl]methanone